C(C1=CC=CC=C1)C1=NC=C(C=N1)N1CCN(CC1)C(=O)OC(C)(C)C tert-butyl 4-(2-benzyl-pyrimidin-5-yl)-piperazine-1-carboxylate